ClC1=CN=C2N1N=C(C=C2[C@@H]2[C@H](C2)CF)C=2C(=NC(=NC2)OC)OC 3-Chloro-6-(2,4-dimethoxypyrimidin-5-yl)-8-((1S,2S)-2-(fluoromethyl)cyclopropyl)imidazo[1,2-b]Pyridazine